tert-butyl (3R)-3-amino-3-(6-bromo-2-chloro-3-fluorophenyl)propanoate N[C@H](CC(=O)OC(C)(C)C)C1=C(C(=CC=C1Br)F)Cl